dipentaerythritol pentaoleate C(CCCCCCC\C=C/CCCCCCCC)(=O)OCC(COC(CCCCCCC\C=C/CCCCCCCC)=O)(COCC(COC(CCCCCCC\C=C/CCCCCCCC)=O)(COC(CCCCCCC\C=C/CCCCCCCC)=O)COC(CCCCCCC\C=C/CCCCCCCC)=O)CO